CCN(CC)CCOC1=C(C=CC=C1C=O)CC=C The molecule is a member of the class of benzaldehydes carrying 2-(diethylamino)ethoxy and allyl substituents at positions 2 and 3 respectively. It is a member of benzaldehydes, a tertiary amino compound, an aromatic ether and an olefinic compound.